1-amino-1-deoxy-ribitol NC[C@H](O)[C@H](O)[C@H](O)CO